2,3-dimethyl-nitrobenzene CC1=C(C=CC=C1C)[N+](=O)[O-]